(3aR,4S,6R,6aS)-6-(4-amino-5-bromo-7H-pyrrolo[2,3-d]pyrimidin-7-yl)-N,N,2,2-tetramethyltetrahydro-4H-cyclopenta[d][1,3]dioxole-4-carboxamide NC=1C2=C(N=CN1)N(C=C2Br)[C@@H]2C[C@@H]([C@@H]1[C@H]2OC(O1)(C)C)C(=O)N(C)C